furyl methylcarbamate CNC(OC=1OC=CC1)=O